6-(phenylmethyl)-(2,4(1H,3H)-pyrimidinedione) C1(=CC=CC=C1)CC1=CC(NC(N1)=O)=O